C1=CC=C(C=C1)C(=O)NCCCl N-(2-chloroethyl)benzamide